ClC=1C=C(C=C(C1O)F)C=1N=C2C(=C(C=NC2=CC1)C(C)=O)NC=1C=NC(=CC1)N1CC(CC1)NC 1-(6-(3-chloro-5-fluoro-4-hydroxyphenyl)-4-(6-(3-(methylamino)pyrrolidin-1-yl)-pyridin-3-ylamino)-1,5-naphthyridin-3-yl)ethanone